NC1=CC=C(OC2=C(C=C(C=C2)C2=C(C=CC=C2)N)CC)C=C1 4-(4-aminophenoxy)-3-ethylphenylbenzenamine